OCCC (S)-oxabutane